C(C)OC1=CC=C(C=C1)C(C=CC1=CC(=C(C=C1)OC)O)=O 1-(4-Ethoxyphenyl)-3-(3-hydroxy-4-methoxyphenyl)prop-2-en-1-one